C(C)(C)(C)OC(=O)N1CC=2C(CC1)=NN(C2N2C(NC=C2)=O)C2=CC(=C(C(=C2)C)Cl)C 2-(4-chloro-3,5-dimethylphenyl)-3-(2-oxo-1H-imidazol-3-yl)-6,7-dihydro-4H-pyrazolo[4,3-c]pyridine-5-carboxylic acid tert-butyl ester